C1(CCC1)C(CC(=O)C1=NC=C(C=C1)F)=O cyclobutyl-3-(5-fluoropyridin-2-yl)propane-1,3-dione